lithium sodium salt [Na].[Li]